(R,E)-2-fluoro-N-(4-((5-fluoro-2-methoxy-4-((1-methyl-1H-benzo[d]imidazol-5-yl)oxy)phenyl)amino)-7-methoxy-quinazolin-6-yl)-3-(1-methylpyrrolidin-2-yl)acrylamide F\C(\C(=O)NC=1C=C2C(=NC=NC2=CC1OC)NC1=C(C=C(C(=C1)F)OC1=CC2=C(N(C=N2)C)C=C1)OC)=C\[C@@H]1N(CCC1)C